C(C)(C)(C)OC(=O)N1[C@@H](CC2=CC=CC=C12)CO (S)-2-(hydroxymethyl)indoline-1-carboxylic acid tert-butyl ester